4-(2-bromo-3-isopropyl-6-(trifluoromethyl)-1H-indol-5-yl)-5,6-dihydropyridine-1(2H)-carboxylic acid tert-butyl ester C(C)(C)(C)OC(=O)N1CC=C(CC1)C=1C=C2C(=C(NC2=CC1C(F)(F)F)Br)C(C)C